8-chloro-4-oxo-N-[1-[6-[(3R)-3-(cyclobutylmethylamino)-1-piperidyl]pyridazin-3-yl]ethyl]pyrido[1,2-a]pyrimidine-2-carboxamide ClC1=CC=2N(C(C=C(N2)C(=O)NC(C)C=2N=NC(=CC2)N2C[C@@H](CCC2)NCC2CCC2)=O)C=C1